(3-Chloro-4-fluorophenyl)-1-((4,6-dihydro-1H-furo[3,4-c]pyrazol-3-yl)methyl)-1-(6-methoxypyridin-3-yl)urea ClC=1C=C(C=CC1F)NC(N(C=1C=NC(=CC1)OC)CC=1C2=C(NN1)COC2)=O